ClC1=C(C=2C(=C3C(=NC2C=C1F)C1=CC2=C(C(N1C3)=O)COC([C@]2(O)CC)=O)CNC(C(C)(C)O)=O)F (S)-N-((9-chloro-4-ethyl-8,10-difluoro-4-hydroxy-3,14-dioxo-3,4,12,14-tetrahydro-1H-pyrano[3',4':6,7]indolizino[1,2-b]quinolin-11-yl)methyl)-2-hydroxy-2-methylpropanamide